4-(3-cyclopropyl-4-methyl-5-oxo-4,5-dihydro-1H-1,2,4-triazol-1-yl)-5-fluoro-N-(2-fluorophenyl)-2-{[(2S)-1,1,1-trifluoropropan-2-yl]oxy}benzamide C1(CC1)C1=NN(C(N1C)=O)C1=CC(=C(C(=O)NC2=C(C=CC=C2)F)C=C1F)O[C@H](C(F)(F)F)C